FC=1C=C(C=CC1OC(F)(F)F)N1C(=NC2=C1C=C(C=C2)C(F)(F)F)NC(CC2(CCC2)O)=O N-(1-(3-fluoro-4-(trifluoromethoxy)phenyl)-6-(trifluoromethyl)-1H-benzo[d]imidazol-2-yl)-2-(1-hydroxycyclobutyl)acetamide